C(C)(=O)NC([C@@H](N)C(S)C)=O N-acetyl-β-methylcysteine amide